FC1=C(N=C(C2=NC=C(N=C21)O)N2[C@H](CC2)C)C2=CC(=CC1=CC=C(C(=C21)C#C[Si](C(C)C)(C(C)C)C(C)C)F)OCOC (S)-8-fluoro-7-(7-fluoro-3-(methoxymethoxy)-8-((triisopropylsilyl)ethynyl)naphthalen-1-yl)-5-(2-methylazetidin-1-yl)pyrido[3,4-b]pyrazin-2-ol